C(C(=O)[O-])(=O)[O-].[Ni+2] nickelous oxalate